2-(4-(tert-butyl)-phenyl)-N-((5-(2,6-dioxopiperidin-3-yl)-4,6-dioxo-5,6-dihydro-4H-thieno[3,4-c]pyrrol-1-yl)methyl)-2-oxoacetamide C(C)(C)(C)C1=CC=C(C=C1)C(C(=O)NCC=1SC=C2C1C(N(C2=O)C2C(NC(CC2)=O)=O)=O)=O